(2R)-3,4-dibromo-2-[(tert-butoxycarbonyl)amino]butyric acid BrC([C@@H](C(=O)O)NC(=O)OC(C)(C)C)CBr